2-hydroxy-4-(pyridin-2-yl)benzonitrile OC1=C(C#N)C=CC(=C1)C1=NC=CC=C1